(E)-(8-(3-(1-((2-aminoethoxy)imino)ethyl)phenyl)-1-(3,5-dichlorophenyl)-7-methoxy-1,4-dihydrochromeno[4,3-c]pyrazol-3-yl)(3,3-dimethylmorpholino)methanone NCCO\N=C(/C)\C=1C=C(C=CC1)C1=CC2=C(C=C1OC)OCC1=C2N(N=C1C(=O)N1C(COCC1)(C)C)C1=CC(=CC(=C1)Cl)Cl